N-[2-[(3R)-3-aminopyrrolidin-1-yl]-2-oxo-ethyl]-4-[[3-[1-(cyanomethyl)-3-(trifluoromethyl)pyrazol-4-yl]imidazo[1,2-a]pyrazin-8-yl]amino]-2-ethyl-benzamide N[C@H]1CN(CC1)C(CNC(C1=C(C=C(C=C1)NC=1C=2N(C=CN1)C(=CN2)C=2C(=NN(C2)CC#N)C(F)(F)F)CC)=O)=O